ethylene glycol e-adipate tert-butyl-3-[(5-bromo-3-chloropyrazin-2-yl)oxy]pyrrolidine-1-carboxylate C(C)(C)(C)C1N(CCC1OC1=NC=C(N=C1Cl)Br)C(=O)O.C(CCCCC(=O)O)(=O)O.C(CO)O